[2-(4-cyclopropyl-6-methoxy-pyrimidin-5-yl)-4-[[4-[1-isopropyl-4-(trifluoromethyl)imidazol-2-yl]-3-methoxy-phenyl]amino]pyrimidin-5-yl]methanol C1(CC1)C1=NC=NC(=C1C1=NC=C(C(=N1)NC1=CC(=C(C=C1)C=1N(C=C(N1)C(F)(F)F)C(C)C)OC)CO)OC